triethoxy(3-(oxiran-2-ylmethoxy)propyl)silane C(C)O[Si](CCCOCC1OC1)(OCC)OCC